N[C@H]1CS(C2=C(N(C1=O)CC1=CC=C(C=C1)Cl)C=C(C=C2)C=2OC(=NN2)C(C(F)(F)F)(OC)F)(=O)=O (3R)-3-amino-5-[(4-chlorophenyl)methyl]-1,1-dioxo-7-[5-(1,2,2,2-tetrafluoro-1-methoxy-ethyl)-1,3,4-oxadiazol-2-yl]-2,3-dihydro-1λ6,5-benzothiazepin-4-one